nitrylacetic acid [N+](=O)([O-])CC(=O)O